1-(5-Bromo-3-methoxypyridin-2-yl)-5-cyano-2-ethyl-1H-imidazole-4-carboxylic Acid BrC=1C=C(C(=NC1)N1C(=NC(=C1C#N)C(=O)O)CC)OC